cis-N-{2-fluoro-3-[6-oxo-4-(trifluoromethyl)-1,6-dihydropyrimidin-2-yl]-4-(trifluoromethyl)benzyl}-3-{[5-(trifluoromethyl)pyridin-2-yl]oxy}cyclobutane-1-carboxamide FC1=C(CNC(=O)[C@@H]2C[C@@H](C2)OC2=NC=C(C=C2)C(F)(F)F)C=CC(=C1C=1NC(C=C(N1)C(F)(F)F)=O)C(F)(F)F